Methyl (S)-4-(1-(1-(4-iodobenzyl)-6-(trifluoromethyl)-2,3-dihydro-1H-imidazo[1,2-b]pyrazole-7-carboxamido)ethyl)benzoate IC1=CC=C(CN2CCN3N=C(C(=C32)C(=O)N[C@@H](C)C3=CC=C(C(=O)OC)C=C3)C(F)(F)F)C=C1